ClC1=CC(=C(C=C1OCC=1OC(=NN1)C1=CC(=CC=C1)Cl)N1C(C=2CCCCC2C1=O)=O)F 2-(4-chloro-5-((5-(3-chlorophenyl)-1,3,4-oxadiazol-2-yl)methoxy)-2-fluorophenyl)-4,5,6,7-tetrahydro-1H-isoindole-1,3(2H)-dione